NS(=O)(=O)NC1CCN(CC1)C1=C(C=CC=C1F)NC(=O)C=1N=C(C=2N(C1)C=CN2)C2=C(C=CC=C2OC)F N-(2-{4-[(aminosulfonyl)amino]hexahydropyridin-1-yl}-3-fluorophenyl)-8-(2-fluoro-6-methoxyphenyl)imidazo[3,2-a]pyrazine-6-carboxamide